O1CCN(CC1)CCCOC1=CC=C(CC2CN(CC2)C(=O)OC(C)(C)C)C=C1 tert-butyl 3-(4-(3-morpholinopropoxy)benzyl)pyrrolidine-1-carboxylate